NC1=C(C2=CC=CC=C2C=C1)B(O)O 2-AMINONAPHTHALENE-1-BORONIC ACID